(S)-Ethyl 2-(4-(6-(2-(pyridin-3-yl)pyrrolidin-1-yl)hexanoyl)piperazin-1-yl)acetate N1=CC(=CC=C1)[C@H]1N(CCC1)CCCCCC(=O)N1CCN(CC1)CC(=O)OCC